NC1=C(C=C(C=C1C#N)C1=NC=NC=C1)C1=C(C(=CC=C1C)O)C 2-amino-3'-hydroxy-2',6'-dimethyl-5-(pyrimidin-4-yl)-[1,1'-biphenyl]-3-carbonitrile